C(C=C)(=O)O.C(CCC)C(C(=O)O)=C.C(CCC)C(C(=O)O)=C.C(CCC)C(C(=O)O)=C tri(n-butyl acrylate) acrylate